4-fluoro-D-phenylglycine FC1=CC=C([C@@H](N)C(=O)O)C=C1